ClC1=C(C=CC=C1[N+](=O)[O-])NS(=O)(=O)CCCF N-(2-chloro-3-nitrophenyl)-3-fluoropropane-1-sulfonamide